Methyl 4-(4-(tert-butyl)phenyl)-2-hydroxypyrrolo[1,2-a]quinoxaline-7-carboxylate C(C)(C)(C)C1=CC=C(C=C1)C=1C=2N(C3=CC=C(C=C3N1)C(=O)OC)C=C(C2)O